C(C)(C)(C)OC(=O)N(C(OC(C)(C)C)=O)C1=NC(=NC(=C1OC)C1=C(C=C(C=C1)F)F)Cl tert-butyl N-tert-butoxycarbonyl-N-[2-chloro-6-(2,4-difluorophenyl)-5-methoxy-pyrimidin-4-yl]carbamate